5-(((trifluoromethyl) sulfonyl) oxy)-7,8-dihydronaphthalen-2-yl pivalate C(C(C)(C)C)(=O)OC1=CC=2CCC=C(C2C=C1)OS(=O)(=O)C(F)(F)F